ClC=1C=C(C=CC1F)N1C2=CC=3C=NNC3N=C2C(=C1C(C)C)[C@@H]1CC[C@H](CC1)C(=O)O trans-4-[10-(3-chloro-4-fluoro-phenyl)-11-isopropyl-2,4,5,10-tetrazatricyclo[7.3.0.03,7]dodeca-1,3(7),5,8,11-pentaen-12-yl]cyclohexanecarboxylic acid